C(/C)=C/1\CNCC[C@H]1C(=O)C=1NC2=CC=C(C=C2C1)OC [(3E,4R)-3-ethylidenepiperidin-4-yl](5-methoxy-1H-indol-2-yl)methanone